C1(=CC=CC=C1)C1(CCCCC1)NC(=O)OC1=NOC(C1)(C(F)(F)F)C1=CC(=CC(=C1)Cl)Cl (5-(3,5-dichlorophenyl)-5-(trifluoromethyl)-4,5-dihydroisoxazol-3-yl) phenyl-cyclohexanecarbamate